4-ethyl-2-(2-methylpropan-1-en-1-yl)-2,3,4,6,7,8-hexahydro-5H-chromen-5-one C(C)C1CC(OC=2CCCC(C12)=O)C=C(C)C